3-(5-{[4-(aminomethyl)phenyl]methoxy}-4-methyl-3-{1-[2-(morpholin-4-yl)-2-oxoethyl]piperazin-2-yl}-1H-pyrazole-1-carbonyl)-2-chlorobenzoic acid NCC1=CC=C(C=C1)COC1=C(C(=NN1C(=O)C=1C(=C(C(=O)O)C=CC1)Cl)C1N(CCNC1)CC(=O)N1CCOCC1)C